7-{3-[4-(ethoxycarbonyl)-1H-pyrazol-1-yl]azetidin-1-yl}-5-methyl-4-oxo-1-(1,2,4-thiadiazol-5-yl)-1,4-dihydro-1,8-naphthyridine-3-carboxylic acid C(C)OC(=O)C=1C=NN(C1)C1CN(C1)C1=CC(=C2C(C(=CN(C2=N1)C1=NC=NS1)C(=O)O)=O)C